4-amino-N-((3S)-4-fluoro-6-(trifluoromethyl)-2,3-dihydro-1-benzofuran-3-yl)-N-methyl-1,3-dihydrofuro[3,4-c]quinoline-8-carboxamide NC1=NC=2C=CC(=CC2C2=C1COC2)C(=O)N(C)[C@@H]2COC1=C2C(=CC(=C1)C(F)(F)F)F